Methyl 5-((3-aminopropyl) carbamoyl)-2-(2-(4-fluorophenyl) butyrylamino)-4-methylthiophene-3-carboxylate NCCCNC(=O)C1=C(C(=C(S1)NC(C(CC)C1=CC=C(C=C1)F)=O)C(=O)OC)C